C1(CC1)NC(C1=C(C=C(C=C1OC)C1=CN=C2N1C=CC(=C2)OC2COC2)OC(F)F)=O N-cyclopropyl-2-(difluoromethoxy)-6-methoxy-4-[7-(oxetan-3-yloxy)imidazo[1,2-a]pyridin-3-yl]benzamide